N1CCC(CC1)C(=O)OC=1C=NC2=CC=C(C=C2C1)C=1C=NNC1C1=NC(=CC=C1)C 6-(5-(6-methylpyridin-2-yl)-1H-pyrazol-4-yl)quinolin-3-yl piperidine-4-carboxylate